N-({2-[5-Chloro-2-(2H-1,2,3-triazol-2-yl)benzoyl]-4-methyl-2-azabicyclo[3.1.1]heptan-3-yl}methyl)-6-(trifluoromethyl)pyridazin-3-amin ClC=1C=CC(=C(C(=O)N2C3CC(C(C2CNC=2N=NC(=CC2)C(F)(F)F)C)C3)C1)N1N=CC=N1